BrC=1C2=C(C=3C(=NC(=NC3C1Cl)SCC)N[C@H]1C(N(CC1)C)=O)COC2 (R)-3-((6-Bromo-5-chloro-3-(ethylthio)-7,9-dihydrofuro[3,4-f]quinazolin-1-yl)amino)-1-methylpyrrolidin-2-one